[(Z)-non-2-enyl] 8-[3-[2-[2-[2-[2-(2-hydroxyethoxy)ethoxy]ethoxy]ethoxy]ethyl-octyl-amino]-2-[8-[(Z)-non-2-enoxy]-8-oxo-octoxy]-3-oxo-propoxy]octanoate OCCOCCOCCOCCOCCN(C(C(COCCCCCCCC(=O)OC\C=C/CCCCCC)OCCCCCCCC(=O)OC\C=C/CCCCCC)=O)CCCCCCCC